COC1CCC(CC1)C=O 4-methoxycyclohexanecarbaldehyde